Methyl (5-cyanopyridin-2-yl)alaninate C(#N)C=1C=CC(=NC1)N[C@@H](C)C(=O)OC